4-(Difluoromethyl)piperidine-4-carboxylic acid ethyl ester hydrochloride Cl.C(C)OC(=O)C1(CCNCC1)C(F)F